(R)-2,2-difluoro-N-(4-methyl-3-(4-methyloxazol-2-yl)phenyl)cyclopentane-1-carboxamide FC1([C@H](CCC1)C(=O)NC1=CC(=C(C=C1)C)C=1OC=C(N1)C)F